FC(C(=O)O)(F)F.N1CCC(CC1)CCC(=O)O 3-(piperidin-4-yl)propionic acid, trifluoroacetate salt